O1CCC[C@]12[C@@H](CCC2)N2N=CC(=C2)C=2C(=C(C=CC2)NC2=C(N=NC(=C2)NC(=O)C2CC2)C(=O)N)OC 4-((3-(1-((5R,6R)-1-oxaspiro[4.4]nonan-6-yl)-1H-pyrazol-4-yl)-2-methoxyphenyl)amino)-6-(cyclopropanecarboxamido)pyridazine-3-carboxamide